3-hydroxy-1-Methyl-pyrrolidin-2-one OC1C(N(CC1)C)=O